FC=1C=C(C=CC1NC(=O)C1=C(CCC1)C(=O)O)C1=CC(=CC=C1)OC 2-[[(3-Fluoro-3'-methoxy[1,1'-biphenyl]-4-yl)amino]carbonyl]-1-cyclopentene-1-carboxylic acid